rel-(1S,6S,7S)-2-oxabicyclo[4.1.0]heptane-7-carboxamide [C@@H]12OCCC[C@H]2[C@@H]1C(=O)N |o1:0,5,6|